tertbutyl N-[4-[1-[(6-chloro-5-cyano-2-methylsulfanyl-pyrimidin-4-yl)-ethyl-amino]ethyl]-1,2,5-thiadiazol-3-yl]carbamate ClC1=C(C(=NC(=N1)SC)N(C(C)C=1C(=NSN1)NC(OC(C)(C)C)=O)CC)C#N